methyl-carbonyloxyanthracene CC(=O)OC1=CC=CC2=CC3=CC=CC=C3C=C12